NCC(=O)NCCCC1=NC=CC(=C1)N1C2CN(CC1CC2)C2=C(N=NC(=C2)C2=C(C=CC=C2)O)N 2-amino-N-(3-(4-(3-(3-amino-6-(2-hydroxyphenyl)pyridazin-4-yl)-3,8-diazabicyclo[3.2.1]octan-8-yl)pyridin-2-yl)propyl)acetamide